Methyl (R)-2-hydroxy-4-methylpentanoate O[C@@H](C(=O)OC)CC(C)C